C(=O)C1OC2(OC1)CC(CCC2)C(=O)OCC ethyl 2-formyl-1,4-dioxaspiro[4.5]decane-7-carboxylate